FC1=CC=C(C=C1)C1SCC(N1C1=C(C=C(C=C1)C(=O)N1[C@@H](CCC1)COC)C)=O 2-(4-Fluorophenyl)-3-(4-{[(2S)-2-(methoxymethyl)-1-pyrrolidinyl]carbonyl}-2-methylphenyl)-1,3-thiazolidin-4-one